N-(3-(5-bromo-1H-indol-3-yl)propyl)-4-(3-(piperazin-1-yl)propoxy)benzenesulfonamide BrC=1C=C2C(=CNC2=CC1)CCCNS(=O)(=O)C1=CC=C(C=C1)OCCCN1CCNCC1